FC1(C(C1)C1=CC=C(C=N1)C(C)=O)F 1-(6-(2,2-difluorocyclopropyl)pyridin-3-yl)ethan-1-one